C(C)(C)C1=C(OC2=C1C=CC(=C2)SC)C(/C=C/C2=CC(=C(OC(C(=O)OC(C)(C)C)(C)C)C(=C2)C)C)=O tert-butyl (E)-2-(4-(3-(3-isopropyl-6-(methylthio)benzofuran-2-yl)-3-oxoprop-1-en-1-yl)-2,6-dimethylphenoxy)-2-methylpropanoate